BrC=1C(=C(N(C1)C1=NC=C(C(=O)OC)C=C1[N+](=O)[O-])C(=O)OCC)F methyl 6-(4-bromo-2-(ethoxycarbonyl)-3-fluoro-1H-pyrrol-1-yl)-5-nitronicotinate